4-bromo-3-({(1r,4r)-4-[(tert-butoxycarbonyl)amino]cyclohexyl}amino)benzoic acid BrC1=C(C=C(C(=O)O)C=C1)NC1CCC(CC1)NC(=O)OC(C)(C)C